(S)-N-((R)-(3-chloro-2,4-difluorophenyl)(2-(difluoromethoxy)pyrimidin-5-yl)methyl)-2-oxoimidazolidine-4-carboxamide ClC=1C(=C(C=CC1F)[C@H](NC(=O)[C@H]1NC(NC1)=O)C=1C=NC(=NC1)OC(F)F)F